C1(CCCCC1)P(C1CCCCC1)(C1CCCCC1)=[Se] tricyclohexylphosphine selenide